1,2-dioleoyl-sn-glycero-3-phosphorylethanolamine, sodium salt [Na].C(CCCCCCC\C=C/CCCCCCCC)(=O)OC[C@@H](OC(CCCCCCC\C=C/CCCCCCCC)=O)COP(=O)(O)OCCN